C1(=CC=CC=C1)N1C2=CC=CC=C2C2=CC=3N(C4=CC=CC=C4C3C=C21)C2=NC(=NC(=N2)C2=CC=1C(C3=CC=CC=C3C1C=C2)(C)C)C2=CC=CC=C2 5-phenyl-11-(4-(9,9-dimethylfluoren-2-yl)-6-phenyl-1,3,5-triazine-2-yl)-5H,11H-indolo[3,2-b]carbazole